N=1N=CN2C1SCC=N2 7H-[1,2,4]triazolo[3,4-b][1,3,4]thiadiazine